[C@@H]12N(C[C@@H](NC1)C2)C2=CC(=C(C#N)C=C2)C(F)(F)F 4-((1S,4S)-2,5-diazabicyclo[2.2.1]heptan-2-yl)-2-(trifluoromethyl)benzonitrile